[3-(4-Bromo-5-methyl-triazol-1-yl)cyclobutyl] 4-nitrobenzoate [N+](=O)([O-])C1=CC=C(C(=O)OC2CC(C2)N2N=NC(=C2C)Br)C=C1